NC1CC(CCC1)N 1,3-bisAminocyclohexane